4,4'-diketo-3-hydroxy-β-carotene O=C1C(CC(C)(C)C(=C1C)\C=C\C(\C)=C\C=C\C(\C)=C\C=C\C=C(/C)\C=C\C=C(/C)\C=C\C1=C(C)C(CCC1(C)C)=O)O